(E)-N-(4-fluorophenyl)-4-((2-pyridineformylhydrazono)methyl)benzamide magnesium [Mg].FC1=CC=C(C=C1)NC(C1=CC=C(C=C1)/C=N/NC(=O)C1=NC=CC=C1)=O